(R)-3-(4-acryloyl-3-(3-(2-aminopyrimidin-4-yl)-5-chlorophenyl)piperazin-1-yl)-3-oxopropanenitrile C(C=C)(=O)N1[C@@H](CN(CC1)C(CC#N)=O)C1=CC(=CC(=C1)Cl)C1=NC(=NC=C1)N